N(=C=O)CCC[Si](OC1=CC=CC=C1)(OC1=CC=CC=C1)OC1=CC=CC=C1 (3-isocyanatopropyl)triphenoxysilane